BrC1=C(C=C(C=C1)SCCCO)OC 3-((4-bromo-3-methoxyphenyl)thio)propan-1-ol